tert-butyl N-[6-methyl-2-oxo-1-(5-oxopentyl)-5-phenyl-3-piperidyl]carbamate CC1C(CC(C(N1CCCCC=O)=O)NC(OC(C)(C)C)=O)C1=CC=CC=C1